O1C(=CC=C1)C=1N=NN(C1)[C@H](C(=O)N1[C@@H](C[C@H](C1)O)C(=O)NC)C(C)C (2S,4R)-1-((S)-2-(4-(furan-2-yl)-1H-1,2,3-triazol-1-yl)-3-methylbutanoyl)-4-hydroxy-N-methylpyrrolidine-2-carboxamide